3-(2-chloro-4-fluorophenoxy)-2(1H)-pyridinone ClC1=C(OC=2C(NC=CC2)=O)C=CC(=C1)F